1-fluoro-N-((6S,7S)-5-((R)-oxetane-2-carbonyl)-6-((2,3',5'-trifluoro-[1,1'-biphenyl]-3-yl)methyl)-5-azaspiro[2.4]heptan-7-yl)methanesulfonamide FCS(=O)(=O)N[C@@H]1[C@@H](N(CC12CC2)C(=O)[C@@H]2OCC2)CC=2C(=C(C=CC2)C2=CC(=CC(=C2)F)F)F